5-chloro-6-hydroxy-N-[4-({[2-(trifluoromethoxy)phenyl]methyl}carbamoyl)-1,3-thiazol-5-yl]pyridazine-3-carboxamide ClC=1C=C(N=NC1O)C(=O)NC1=C(N=CS1)C(NCC1=C(C=CC=C1)OC(F)(F)F)=O